2-{5-[(2,6-dichlorophenyl) methoxy] pyridin-2-yl}-2-oxoethyl benzoate C(C1=CC=CC=C1)(=O)OCC(=O)C1=NC=C(C=C1)OCC1=C(C=CC=C1Cl)Cl